3-((oxazole-4-carboxamido)methyl)-4,5-dihydroisoxazole O1C=NC(=C1)C(=O)NCC1=NOCC1